(2R)-neopentyl 2-(((((2R,3R,4R)-5-(2-amino-6-methoxy-9H-purin-9-yl)-3,4-dihydroxy-4-methyltetrahydrofuran-2-yl)methoxy)(naphthalen-1-yloxy)phosphoryl)amino)propanoate NC1=NC(=C2N=CN(C2=N1)C1[C@]([C@@H]([C@H](O1)COP(=O)(OC1=CC=CC2=CC=CC=C12)N[C@@H](C(=O)OCC(C)(C)C)C)O)(C)O)OC